C(C1=CC=NC=C1)(=O)NN=CC=1N(C=CN1)C 1-methyl-1H-imidazolecarboxaldehyde isonicotinoyl hydrazone